C(NC1=C(C=CC=C1C)C(C)C)NC1=C(C=CC=C1C)C(C)C methylenebis(2-isopropyl-6-methylaniline)